NC=1C=C(C=NC1)C=1C2=C(C=3CN(C(C3C1)=O)CC(C(=O)N)=C)C=CC=C2 2-{[5-(5-aminopyridin-3-yl)-3-oxo-1H,2H,3H-benzo[e]isoindol-2-yl]methyl}prop-2-enamide